lithium phthalimide salt C1(C=2C(C(N1)=O)=CC=CC2)=O.[Li]